N1CC(C1)NC1=NC=2N([C@H](C(NC2C(=N1)C)=O)C(C)C)C (7S)-2-(azetidin-3-ylamino)-7-isopropyl-4,8-dimethyl-5,7-dihydropteridin-6-one